C(#N)C=1C=C(C=CC1F)NC(=O)N1CC=2C(=NN3C2C(CCC(C3)(O)CC#N)(F)F)CC1 N-(3-Cyano-4-fluorophenyl)-8-(cyanomethyl)-11,11-difluoro-8-hydroxy-3,4,8,9,10,11-hexahydro-1H-pyrido[4',3':3,4]pyrazolo[1,5-a]azepine-2(7H)-carboxamide